FC[C@](N)(CC1=CNC=N1)C(=O)O α-fluoromethyl-histidine